Tert-butyl 2-[1-(3,4-difluorophenyl)pyrazol-4-yl]acetate FC=1C=C(C=CC1F)N1N=CC(=C1)CC(=O)OC(C)(C)C